N[C@H](C(=O)O)CC1=CNC2=C(C=CC=C12)OC (S)-2-amino-3-(7-methoxy-1H-indol-3-yl)propionic acid